CN1N=C(C(=C1)C=1C=C(C=C(C1)OC)[C@@H](C)NC(C1=C(C=CC(=C1)N1[C@H]2CN([C@@H](C1)C2)C)C)=O)C N-[(1R)-1-[3-(1,3-Dimethylpyrazol-4-yl)-5-methoxy-phenyl]ethyl]-2-methyl-5-[(1R,4R)-5-methyl-2,5-diazabicyclo[2.2.1]heptan-2-yl]benzamide